6-(3-cyclopropyl-1H-pyrazol-4-yl)-1,4-dimethyl-pyrazolo[4,3-c]pyridine C1(CC1)C1=NNC=C1C1=CC2=C(C(=N1)C)C=NN2C